(+/-)-5,7,4'-trihydroxy-8-methoxyflavone OC1=C2C(C=C(OC2=C(C(=C1)O)OC)C1=CC=C(C=C1)O)=O